NCC1=CC(=C(CNS(=O)(=O)C=2C=NN(C2)CC=2N=C3N(C=C(C=C3)C3CC3)C2)C(=C1)C)C N-(4-(aminomethyl)-2,6-dimethylbenzyl)-1-((6-cyclopropylimidazo[1,2-a]pyridin-2-yl)methyl)-1H-pyrazole-4-sulfonamide